(R)-2-(3-(4-amino-3-(4-(2,3-difluorophenoxy)-2-fluorophenyl)-1H-pyrazolo[3,4-d]pyrimidin-1-yl)piperidine-1-carbonyl)-4-methylpent-2-enenitrile NC1=C2C(=NC=N1)N(N=C2C2=C(C=C(C=C2)OC2=C(C(=CC=C2)F)F)F)[C@H]2CN(CCC2)C(=O)C(C#N)=CC(C)C